Cl.C1(CC1)NC1CC(C1)OC=1C=2N(C=C(N1)C=1C=NN(C1)C)N=CC2 N-cyclopropyl-3-((6-(1-methyl-1H-pyrazol-4-yl)pyrazolo[1,5-a]pyrazin-4-yl)oxy)cyclobutan-1-amine hydrochloride